C(C1=CC=CC=C1)C=1NC(=NN1)C(=O)NC1CCC=2C(NC1=O)=CN(N2)C 5-benzyl-N-(2-methyl-5-oxo-2,4,5,6,7,8-hexahydropyrazolo[4,3-b]azepin-6-yl)-4H-1,2,4-triazole-3-carboxamide